2-(2-((3R,4R)-3-amino-4-fluoropiperidin-1-yl)-5-(trifluoromethoxy)-1H-benzo[d]imidazol-1-yl)-1-morpholinoethan-1-one N[C@@H]1CN(CC[C@H]1F)C1=NC2=C(N1CC(=O)N1CCOCC1)C=CC(=C2)OC(F)(F)F